C(=O)C=1C=C(OCC(C(=O)OC(C)(C)C)=C)C=CC1 tert-butyl 2-((3-formylphenoxy)methyl)acrylate